N-dodecyl ethylenediamine triacetate C(C)(=O)O.C(C)(=O)O.C(C)(=O)O.C(CCCCCCCCCCC)NCCN